C1(CCCC1)C(CNC(OC(C)(C)C)=O)=O tert-Butyl (2-cyclopentyl-2-oxoethyl)carbamate